(1R,3S)-3-(5-amino-1H-pyrazol-3-yl)cyclopentyl (1-methylcyclopropyl)carbamate CC1(CC1)NC(O[C@H]1C[C@H](CC1)C1=NNC(=C1)N)=O